The molecule is an omega-hydroxy fatty acid anion resulting from deprotonation of the carboxy group of 21-hydroxyhenicosanoic acid. The major species at pH 7.3. It is a conjugate base of a 21-hydroxyhenicosanoic acid. C(CCCCCCCCCCO)CCCCCCCCCC(=O)[O-]